nonane-1,5-diol C(CCCC(CCCC)O)O